C(C1=CC=CC=C1)OC(CC1=CC=CC=C1)=O Benzyl-2-phenylacetat